NC(C(=O)NCC=1SC=C2C1CN(C2=O)C2C(NC(CC2)=O)=O)C2=CC=C(C=C2)OCCC 2-amino-N-((5-(2,6-dioxopiperidin-3-yl)-4-oxo-5,6-dihydro-4H-thieno[3,4-c]pyrrol-1-yl)methyl)-2-(4-propoxyphenyl)acetamide